CN(C(C#CC(=O)N1CC(C1)OCC(C(=O)OC(C)(C)C)C(C)C)(C)C)C tert-butyl 2-(((1-(4-(dimethylamino)-4-methylpent-2-ynoyl)azetidin-3-yl)oxy)methyl)-3-methylbutanoate